4-(4-{4-[2-(3-chlorophenyl-amino)-oxazol-5-yl]-phenyl}-cyclohexyl)-butyric acid ClC=1C=C(C=CC1)NC=1OC(=CN1)C1=CC=C(C=C1)C1CCC(CC1)CCCC(=O)O